1-(3-(6-Methoxypyridin-3-yl)-1,2,4-oxadiazol-5-yl)-N-((1-(4-methylbenzyl)pyrrolidin-3-yl)methyl)piperidine-4-carboxamide COC1=CC=C(C=N1)C1=NOC(=N1)N1CCC(CC1)C(=O)NCC1CN(CC1)CC1=CC=C(C=C1)C